N[C@H](C(C)(C)S)C(=O)O D(-)-penicillamine